C(C1=CC=CC=C1)OC1CC(C1)N[C@@H](CO)CC(C)C (2R)-2-[(3-benzyloxycyclobutyl)amino]-4-methyl-pentan-1-ol